CN(C1=CC=C(C=C1)C(\C=C\C1=CC(=CC=C1)O)=O)C (E)-1-[4-(Dimethylamino)phenyl]-3-(3-hydroxyphenyl)prop-2-en-1-one